C(C)(C)(C)C1=NCN(O1)CC1=C(C=C(C=C1)C1=NC=NN2C1=CC(=C2)CCCCN2CCC(CC2)C2=NC=C(C=C2)NC2C(NC(CC2)=O)=O)F 5-tert-butyl-N-[[4-[6-[4-[4-[5-[(2,6-dioxo-3-piperidyl)amino]-2-pyridyl]-1-piperidyl]butyl]pyrrolo[2,1-f][1,2,4]triazin-4-yl]-2-fluoro-phenyl]methyl]-1,2,4-oxadiazole